ClC1=C(C=CC=C1)NC(C(=O)NC(C(N[C@@H](C[C@H]1C(NCC1)=O)C(COC1=C(C(=CC(=C1F)F)F)F)=O)=O)CC1CCOCC1)=O N1-(2-chlorophenyl)-N2-(1-oxo-1-(((S)-3-oxo-1-((S)-2-oxopyrrolidin-3-yl)-4-(2,3,5,6-tetrafluorophenoxy)butan-2-yl)amino)-3-(tetrahydro-2H-pyran-4-yl)propan-2-yl)oxalamide